FC=1C(=CC2=C(N=C(S2)C=2C=C(C=C3N=C(C=NC23)OC)C(C)O)C1C)OC 1-(8-(5-fluoro-6-methoxy-4-methylbenzo[d]thiazol-2-yl)-3-methoxyquinoxalin-6-yl)ethanol